ON=CC1=CC=C(C=C1)OC(C=CC1=CC=CC=C1)=O 3-Phenyl-acrylic Acid 4-(hydroxyimino-methyl)-phenyl Ester